Cl.CN(C=1SC2=C(N1)SC(=N2)C2=NC=C(C=C2O)C=2C(=NNC2)C)C2CCNCC2 2-{5-[Methyl(piperidin-4-yl)amino][1,3]thiazolo[5,4-d][1,3]thiazol-2-yl}-5-(3-methyl-1H-pyrazol-4-yl)pyridin-3-ol Hydrochlorid